N1C[C@H](CCCC1)NC1=NC=C(C(=N1)C1=CNC2=CC(=CC=C12)C(=O)N1CCC(CC1)C(C)(C)O)C(F)(F)F (S)-(3-(2-(azepan-3-ylamino)-5-(trifluoromethyl)pyrimidin-4-yl)-1H-indol-6-yl)(4-(2-hydroxypropan-2-yl)piperidin-1-yl)methanone